BrC=1C=C2C(C(C(OC2=CC1)=O)=C1C(=C2N(CCCN2)C1(C1=CC=CC=C1)O)C(C1=CC=C(C=C1)C)=O)=O 6-bromo-3-(6-hydroxy-8-(4-methylbenzoyl)-6-phenyl-1,2,3,4-tetrahydropyrrolo[1,2-a]pyrimidine-7(6H)-ylidene)chroman-2,4-dione